1-methyl-4-(4-methylpiperazin-1-yl)butyl-dimethylamine CC(CCCN1CCN(CC1)C)N(C)C